mono(cyclohexyl)phosphinic acid C1(CCCCC1)P(O)=O